[C@@H]12CNCC[C@H]2[C@H]1C(=O)OC methyl (1S,6R,7R)-3-azabicyclo[4.1.0]heptane-7-carboxylate